tert-butyl 2-(5-(methoxymethyl)-1-methyl-2-oxo-2',3',5',6'-tetrahydrospiro[indoline-3,4'-pyran]-7-yl)acetate COCC=1C=C2C(=C(C1)CC(=O)OC(C)(C)C)N(C(C21CCOCC1)=O)C